O=C(CN1C[C@H](CC1)NC1=C2C=CC(=NC2=CC=C1)C#N)N1[C@@H](CCC1)C#N 5-[[(3S)-1-[2-Oxo-2-[(2S)-2-cyanopyrrolidin-1-yl]ethyl]pyrrolidin-3-yl]amino]chinolin-2-carbonitril